2'-methyl-2-thiouridine C[C@@]1([C@@H](O[C@@H]([C@H]1O)CO)N1C(=S)NC(=O)C=C1)O